4-((2-Hydroxyethyl)sulfonamido)-N-(2-isopropoxy-6-methylpyrimidin-4-yl)-2-(6-azaspiro[2.5]octan-6-yl)benzamide OCCS(=O)(=O)NC1=CC(=C(C(=O)NC2=NC(=NC(=C2)C)OC(C)C)C=C1)N1CCC2(CC2)CC1